19-(acryloyloxy)nonadecyl methacrylate C(C(=C)C)(=O)OCCCCCCCCCCCCCCCCCCCOC(C=C)=O